4-(6-bromo-3-fluoro-2-methylphenyl)piperidine hydrochloride Cl.BrC1=CC=C(C(=C1C1CCNCC1)C)F